C(C)(C)(C)OC(=O)N(CC[C@@H](C(=O)OC(C)(C)C)NC(=O)OC(C)(C)C)CCCCCC=O tert-butyl (S)-4-((tert-butoxycarbonyl)(6-oxohexyl)amino)-2-((tert-butoxycarbonyl)amino)butanoate